7-Bromo-1-methyl-3H-1,3-benzodiazol-2-one BrC1=CC=CC2=C1N(C(N2)=O)C